6-thia-10,15,20,24-tetraazatetracyclo[17.3.1.112,15.02,7]-tetracosan C12C3CCCSC3CCNCC3CCN(CCCC(NCC1)C2)N3